octanediamide C(CCCCCCC(=O)N)(=O)N